1-bromo-2,6-dimethyl-5-nitro-benzene BrC1=C(C=CC(=C1C)[N+](=O)[O-])C